CC1=CN=C(S1)C1=C2C=NN(C2=CC(=C1)C(=O)N[C@H](C)C=1C=NC(=NC1)C(F)(F)F)C1COC1 (R)-4-(5-methylthiazol-2-yl)-1-(oxetan-3-yl)-N-(1-(2-(trifluoromethyl)pyrimidin-5-yl)ethyl)-1H-indazole-6-carboxamide